C(C)(C)(C)OOC(C(=O)[O-])(CCCC)CC tert.Butylperoxy-2-ethylhexanoate